4-[1-(cyclobutyl-methyl)-8-dimethylamino-2-oxo-8-phenyl-1,3-diazaspiro[4.5]decan-3-yl]-benzonitrile C1(CCC1)CN1C(N(CC12CCC(CC2)(C2=CC=CC=C2)N(C)C)C2=CC=C(C#N)C=C2)=O